C(C)(C)(C)OC(=O)N1[C@H](CN([C@@H](C1)C)C(CO)C1=NC=C(C=C1)C(F)(F)F)C (2s,5r)-4-(2-hydroxy-1-(5-(trifluoromethyl)pyridin-2-yl)ethyl)-2,5-dimethylpiperazine-1-carboxylic acid tert-butyl ester